((3-chloro-2-methylphenyl)amino)-N-(2-methyl-4-(piperazin-1-yl)phenyl)benzamide ClC=1C(=C(C=CC1)NC1=C(C(=O)NC2=C(C=C(C=C2)N2CCNCC2)C)C=CC=C1)C